N-(3-methoxypropyl)amine COCCCN